ClCC=1C=C2NC(C=3N(C2=CC1)C=C(C3)F)=O 7-(chloromethyl)-2-fluoropyrrolo[1,2-a]quinoxalin-4(5H)-one